4-(3-isopropylpyrazolo[1,5-a]pyridin-5-yl)-N-[1-(4-piperidylmethyl)pyrazol-3-yl]pyrimidin-2-amine C(C)(C)C=1C=NN2C1C=C(C=C2)C2=NC(=NC=C2)NC2=NN(C=C2)CC2CCNCC2